tert-butyl (3-chloro-4-(7-((3-(piperidin-1-yl)propyl)carbamoyl)benzo[d]imidazo[2,1-b]thiazol-2-yl)benzyl)carbamate ClC=1C=C(CNC(OC(C)(C)C)=O)C=CC1C=1N=C2SC3=C(N2C1)C=CC(=C3)C(NCCCN3CCCCC3)=O